[N+](=O)([O-])C1=CC=C(C=C1)NC(=S)NC=1SC=CN1 1-(4-nitrophenyl)-3-(thiazol-2-yl)thiourea